(R)-N-(1-(3-(1,1-difluoro-2-methoxyethyl)-5-nitrophenyl)ethyl)-7-methoxy-2-methyl-6-(3-methyl-5,6-dihydro-[1,2,4]triazolo[4,3-a]pyrazin-7(8H)-yl)quinazolin-4-amine FC(COC)(F)C=1C=C(C=C(C1)[N+](=O)[O-])[C@@H](C)NC1=NC(=NC2=CC(=C(C=C12)N1CC=2N(CC1)C(=NN2)C)OC)C